FC=1C(=NC=NC1)NC(CN1C(C2=CC=C(C=C2C(=N1)C(C)C)I)=O)=O N-(5-fluoropyrimidin-4-yl)-2-(6-iodo-1-oxo-4-prop-2-ylphthalazin-2-yl)acetamide